FC1=C(C=CC(=C1)NC1=NC(=CC=C1[N+](=O)[O-])C1=CC=CC=C1)C1CN(C1)C(=O)OC(C)(C)C tert-butyl 3-[2-fluoro-4-[(3-nitro-6-phenyl-2-pyridyl)amino]phenyl]azetidine-1-carboxylate